CC1(NC(CC(C1)NCCCCCCNC1CC(NC(C1)(C)C)(C)C)(C)C)C N,N'-bis-(2,2,6,6-tetramethyl-4-piperidyl)hexamethylenediamine